N-t-butyl-3-(2-(4-morpholinylamino)thieno[3,2-d]pyrimidin-7-yl)benzamide C(C)(C)(C)NC(C1=CC(=CC=C1)C1=CSC2=C1N=C(N=C2)NN2CCOCC2)=O